4-(2-(4-(3-isopropyl-1,2,4-oxadiazol-5-yl)piperidin-1-yl)thiazolo[5,4-b]pyridin-5-yl)-N-(2-methoxyethyl)benzamid C(C)(C)C1=NOC(=N1)C1CCN(CC1)C=1SC2=NC(=CC=C2N1)C1=CC=C(C(=O)NCCOC)C=C1